tert-butyl 4-(2-chloro-4-((3-(4-(difluoromethoxy)-2,3-difluorophenyl)imidazo[1,2-a]pyrazin-8-yl)amino)benzoyl)piperazine-1-carboxylate ClC1=C(C(=O)N2CCN(CC2)C(=O)OC(C)(C)C)C=CC(=C1)NC=1C=2N(C=CN1)C(=CN2)C2=C(C(=C(C=C2)OC(F)F)F)F